tristearoyl-titanium C(CCCCCCCCCCCCCCCCC)(=O)[Ti](C(CCCCCCCCCCCCCCCCC)=O)C(CCCCCCCCCCCCCCCCC)=O